(R)-N-(4-(3-((5-cyanopyrimidin-2-yl)amino)pyrrolidine-1-carbonyl)phenyl)-N-methylacrylamide C(#N)C=1C=NC(=NC1)N[C@H]1CN(CC1)C(=O)C1=CC=C(C=C1)N(C(C=C)=O)C